I[Hg-2](I)(I)I.[K+].[K+] Potassium tetraiodomercury(II)